OCCN1CCC(CC1)N1N=CC(=C1C)C=1C=C(C=2N(C1)N=CC2C#N)SC2=NC=CC=C2 6-(1-(1-(2-hydroxyethyl)piperidin-4-yl)-5-methyl-1H-pyrazol-4-yl)-4-(pyridin-2-ylthio)pyrazolo[1,5-a]pyridine-3-carbonitrile